CCCCCCCCC=CC(CCCCCCCCCC)O 9-heneicosen-11-ol